2-[(4-fluorophenyl)methyl]-2-azaspiro[3.3]heptan-6-yl (2R,6S)-2,6-dimethyl-4-(quinoxalin-2-yl)piperazine-1-carboxylate C[C@H]1N([C@H](CN(C1)C1=NC2=CC=CC=C2N=C1)C)C(=O)OC1CC2(CN(C2)CC2=CC=C(C=C2)F)C1